(S)-3-fluoro-7,7a,8,9,10,11-hexahydro-6H-dipyrido[2,1-d:2',3'-f][1,2,5]thiadiazepine-5,5-dioxide FC1=CC2=C(N3[C@H](CNS2(=O)=O)CCCC3)N=C1